C(#N)C(OC1=CC(=NC(=N1)C(C)(F)F)N1CC2(C=3C=NC(=CC31)NC(C)=O)CC2)C2CC2 N-(1'-(6-(cyano(cyclopropyl)methoxy)-2-(1,1-difluoroethyl)pyrimidin-4-yl)-1',2'-dihydrospiro[cyclopropane-1,3'-pyrrolo[3,2-c]pyridin]-6'-yl)acetamide